FC=1C(=C(C(=NC1)OC)C1=CC=2C(=CN=C(C2)NC(=O)C2C(C2)CN2CCN(CC2)C)N1C)OC N-[2-(5-fluoro-2,4-dimethoxypyridin-3-yl)-1-methylpyrrolo[2,3-c]pyridin-5-yl]-2-[(4-methylpiperazin-1-yl)methyl]cyclopropane-1-carboxamide